4-((1R,5S)-3,8-diazabicyclo[3.2.1]octan-3-yl)-N-(3-((3-cyclopropyl-1H-1,2,4-triazol-1-yl)sulfonyl)propyl)-7-(8-methylnaphthalen-1-yl)-5,6,7,8-tetrahydro-1,7-naphthyridine-2-carboxamide [C@H]12CN(C[C@H](CC1)N2)C2=CC(=NC=1CN(CCC21)C2=CC=CC1=CC=CC(=C21)C)C(=O)NCCCS(=O)(=O)N2N=C(N=C2)C2CC2